O[C@H]1C[C@H]2[C@H]([C@@H]([C@H]3[C@@H]4CC[C@H]([C@@H](CCC)C)[C@]4([C@H](C[C@@H]3[C@]2(CC1)C)O)C)O)O 3α,6α,7β,12α-Tetrahydroxy-5β-cholan